3-hydroxy-N-[[3-[2-[(2S)-2-methylazetidin-1-yl]-6,7-dihydro-5H-cyclopenta[d]pyrimidin-4-yl]phenyl]methyl]propanamide OCCC(=O)NCC1=CC(=CC=C1)C=1C2=C(N=C(N1)N1[C@H](CC1)C)CCC2